NC/C(/COC1=CC=C(C=C1)S(=O)(=O)CC12CCC(CC1)(CC2)C(=O)O)=C\F (E)-4-(((4-((2-(aminomethyl)-3-fluoroallyl)oxy)phenyl)sulfonyl)methyl)bicyclo[2.2.2]octane-1-carboxylic acid